CC1=CC=C(C=C1)S(=O)(=O)OC(C(F)F)([2H])[2H] (1,1-dideuterio-2,2-difluoro-ethyl) 4-methylbenzenesulfonate